4-((1S,4S,5R)-5-((5-cyclopropyl-3-(spiro[2.5]oct-6-yl)isoxazol-4-yl)methoxy)-2-azabicyclo[2.2.1]heptan-2-yl)-N-(cyclopropylsulfonyl)benzamide C1(CC1)C1=C(C(=NO1)C1CCC2(CC2)CC1)CO[C@H]1[C@@H]2CN([C@H](C1)C2)C2=CC=C(C(=O)NS(=O)(=O)C1CC1)C=C2